C(C)(C)(C)OC(=O)N([C@H](CC(=O)OC)C)CC\C=C\B1OC(C(O1)(C)C)(C)C Methyl (3S)-3-[tert-butoxycarbonyl-[(E)-4-(4,4,5,5-tetramethyl-1,3,2-dioxaborolan-2-yl)but-3-enyl]amino]butanoate